N[C@H]1[C@H]2CN([C@@H](C1)C2)C2=NC(=NC=1NC3=C(C=C(C=C3C12)F)NC)NC=1C=NC=CC1 4-((1R,4R,5R)-5-amino-2-azabicyclo[2.2.1]heptan-2-yl)-6-fluoro-N8-methyl-N2-(pyridin-3-yl)-9H-pyrimido[4,5-b]indole-2,8-diamine